C(C)N(CCN(CCC(=O)OCCC#C)CCC(=O)OCCC#C)CC di(but-3-yn-1-yl) 3,3'-((2-(diethylamino)ethyl)azanediyl)dipropionate